(S)-N-(3'-(5-(((R)-3-hydroxypyrrolidin-1-yl)methyl)picolinamido)-2,2'-dimethyl-[1,1'-biphenyl]-3-yl)-4-(methylamino)-4,5,6,7-tetrahydropyrazolo[1,5-a]pyridine-2-carboxamide O[C@H]1CN(CC1)CC=1C=CC(=NC1)C(=O)NC=1C(=C(C=CC1)C1=C(C(=CC=C1)NC(=O)C1=NN2C([C@H](CCC2)NC)=C1)C)C